(2S)-2-amino-3-[(3S)-2-oxopyrrolidin-3-yl]propanenitrile, Methanesulfonate Salt CS(=O)(=O)O.N[C@H](C#N)C[C@H]1C(NCC1)=O